8-phenyl-2-quinolinecarboxaldehyde C1(=CC=CC=C1)C=1C=CC=C2C=CC(=NC12)C=O